N,N-dimethyl-4-((2-phenyl-1H-indol-3-yl)methyl)aniline CN(C1=CC=C(C=C1)CC1=C(NC2=CC=CC=C12)C1=CC=CC=C1)C